BrC=1C=C(C=CC1F)N\C(=N/O)\C=1C(=NON1)SC(C(=O)O)C (Z)-2-((4-(N-(3-bromo-4-fluorophenyl)-N'-hydroxycarbamimidoyl)-1,2,5-oxadiazol-3-yl)thio)propanoic acid